(4-(2-(2-aminopyrimidin-4-yl)pyridin-4-yl)-3-fluorophenyl)-5-bromo-1-(4-fluorophenyl)-2-keto-1,2-dihydropyridine-3-carboxamide NC1=NC=CC(=N1)C1=NC=CC(=C1)C1=C(C=C(C=C1)C1=C(C(N(C=C1Br)C1=CC=C(C=C1)F)=O)C(=O)N)F